N-(3-Fluoro-2-pyridyl)-4-hydroxy-1,5-dimethyl-2-oxo-6,7-dihydro-5H-cyclopenta[b]pyridine-3-carboxamide FC=1C(=NC=CC1)NC(=O)C1=C(C2=C(N(C1=O)C)CCC2C)O